ClC1=C(C=C(C=C1)Cl)C(C(=O)O)C (2,5-dichlorophenyl)propanoic acid